ethyl 1-(2,2,2-trifluoroethyl)-1H-imidazole-2-carboxylate FC(CN1C(=NC=C1)C(=O)OCC)(F)F